quinazoline-3(4H)-carboxylic acid tert-butyl ester C(C)(C)(C)OC(=O)N1C=NC2=CC=CC=C2C1